CN1C(CCC2=CC(=CC=C12)C1=C(C=NN1)OC1=CC=C(C=C1)SC)=O 1-Methyl-6-[4-(4-methylsulfanylphenoxy)-1H-pyrazol-5-yl]-3,4-dihydroquinolin-2-one